FC1(C(NC2=CC(=CC=C12)OC)=O)C=1C=C2C=CC=NC2=CC1 3-fluoro-6-methoxy-3-(quinolin-6-yl)indol-2-one